(azetidin-1-yl)-2-methylpropanoic acid benzyl ester C(C1=CC=CC=C1)OC(C(C)(C)N1CCC1)=O